O1C(CCCC1)N1N=CC(=C1)C1=CNC2=CC=CC=C12 3-(1-(tetrahydro-2H-pyran-2-yl)-1H-pyrazol-4-yl)-1H-indole